1-(2-amino-5-chloro-4-fluorophenyl)-2-chloropropan-1-one NC1=C(C=C(C(=C1)F)Cl)C(C(C)Cl)=O